O1CCN(CC1)C=1C2=C(N=CN1)NC(=C2)C2=CC=C(C=C2)NC=2C=NC(=NC2)N2CCN(CC2)C(C=C)=O 1-(4-(5-((4-(4-morpholino-7H-pyrrolo[2,3-d]pyrimidin-6-yl)phenyl)amino)pyrimidin-2-yl)piperazin-1-yl)prop-2-en-1-one